C1(CCCCCC1)CC(=C(F)F)C1=CC2=CC=CC=C2C=C1 2-(3-cycloheptyl-1,1-difluoroprop-1-en-2-yl)naphthalene